ClC=1C(=C(C=CC1)CC=1N(C=CC1)C(=O)OC(C)(C)C)F tert-butyl 2-[(3-chloro-2-fluorophenyl) methyl]-1H-pyrrole-1-carboxylate